BrC1=CC2=C(C=C(O2)C(=O)OCC)C=C1OC ethyl 6-bromo-5-methoxy-1-benzofuran-2-carboxylate